FC1=C(C(=C2C=CN(C2=C1)S(=O)(=O)C1=CC=C(C)C=C1)C)OC1=CC(=C(C=C1)F)C1=NNC=C1 6-Fluoro-5-(4-fluoro-3-(1H-pyrazol-3-yl)phenoxy)-4-methyl-1-tosyl-1H-indole